NC1=NC2=CC=C(C=C2C=C1Br)C(=O)N(CC1=NC=C(C=C1)C(F)(F)F)[C@H](C)C1=NC=CC=N1 2-amino-3-bromo-N-((1R)-1-(2-pyrimidinyl)ethyl)-N-((5-(trifluoromethyl)-2-pyridinyl)methyl)-6-quinolinecarboxamide